3-(2-(1-Ethyl-2,2,4-trimethyl-1,2,3,4-tetrahydroquinolin-7-yl)propan-2-yl)aniline C(C)N1C(CC(C2=CC=C(C=C12)C(C)(C)C=1C=C(N)C=CC1)C)(C)C